C(C)(=O)OC1=C(C=CC(=C1)C1CCC1)N1N=C2CCN(CC3C2=C1CCN3C(=O)C3=CC=C(C=1NC(=NC13)CO)Br)C(C=C)=O 2-(7-acryloyl-5-(7-bromo-2-(hydroxymethyl)-1H-benzo[d]imidazole-4-carbonyl)-3,4,5,5a,6,7,8,9-octahydro-2H-1,2,5,7-tetraazabenzo[cd]azulen-2-yl)-5-cyclobutylphenyl acetate